C(C)[GeH3] ethylgermane